4,4-bismaleimidodiphenyl ether C1=CC(=CC=C1N2C(=O)C=CC2=O)OC3=CC=C(C=C3)N4C(=O)C=CC4=O